(E)-3-(4-fluorophenyl)-1-(2,3,4-trihydroxyphenyl)prop-2-en-1-one FC1=CC=C(C=C1)/C=C/C(=O)C1=C(C(=C(C=C1)O)O)O